(Z)-N'-ethoxy-6-(1-methyl-5-(trifluoromethyl)-1H-benzo[d]imidazol-2-yl)-5-(2-oxooxazolidin-3-yl)pyridine imide C(C)ON1C(N(C2=C1C=C(C=C2)C(F)(F)F)C)C2=C(C=CC=N2)N2/C(/OCC2)=N/[H]